2-amino-1-(4-hydroxy-piperidin-1-yl)ethanone NCC(=O)N1CCC(CC1)O